(2R,3S,4R,5R)-5-(4-benzamidopyrrolo[2,1-f][1,2,4]triazin-7-yl)-5-cyano-4-hydroxy-2-(hydroxymethyl)tetrahydrofuran-3-yl 2-cyclohexylacetate C1(CCCCC1)CC(=O)O[C@@H]1[C@H](O[C@@]([C@@H]1O)(C#N)C1=CC=C2C(=NC=NN21)NC(C2=CC=CC=C2)=O)CO